FC1=C(C(=CC2=CC=C(C=C12)C=1CN(CC1)S(=O)(=O)CC(CO)(C)C)O)N1CC(NS1(=O)=O)=O 5-{1-fluoro-3-hydroxy-7-[1-(3-hydroxy-2,2-dimethylpropane-1-sulfonyl)-2,5-dihydro-1H-pyrrol-3-yl]naphthalen-2-yl}-1λ6,2,5-thiadiazolidine-1,1,3-trione